COC1=CC=C(CN2C(=NC=C2SCC2=CC=C(C=C2)OC)C)C=C1 1-(4-methoxybenzyl)-5-((4-methoxybenzyl)thio)-2-methyl-1H-imidazole